1-((1-acryloyl-3-hydroxyazetidin-3-yl)methyl)-7-chloro-6-(2-fluoro-6-hydroxy-4-methylphenyl)-4-(2-isopropyl-4-methylpyridin-3-yl)-1,4-dihydropyrido[2,3-b]pyrazine-2,3-dione C(C=C)(=O)N1CC(C1)(O)CN1C2=C(N(C(C1=O)=O)C=1C(=NC=CC1C)C(C)C)N=C(C(=C2)Cl)C2=C(C=C(C=C2O)C)F